N1(CCC1)C(=O)O azetidinic acid